BrC=1C=C(C=CC1)CC(C(=O)OCC)C=1C=NC=CC1 ethyl 3-(3-bromophenyl)-2-(pyridin-3-yl)propanoate